3-(4-(2,4-difluorobenzyloxy)-3-bromo-6-methyl-2-oxopyridin-1(2H)-yl)-N-(2-methoxyethyl)-N,2-dimethylbenzamide FC1=C(COC2=C(C(N(C(=C2)C)C=2C(=C(C(=O)N(C)CCOC)C=CC2)C)=O)Br)C=CC(=C1)F